C1(CC1)OC=1C(=C(C=CC1)N1C(=C2C=NN(C(C2=C1C)=O)C1=NC=CC=C1)C)F 6-[3-(cyclopropyloxy)-2-fluoro-phenyl]-5,7-dimethyl-3-(2-pyridinyl)pyrrolo[3,4-d]pyridazin-4-one